bis(2,4,6-trichlorophenyl)-malonate ClC1=C(C(=CC(=C1)Cl)Cl)C(C(=O)[O-])(C(=O)[O-])C1=C(C=C(C=C1Cl)Cl)Cl